2-(3-(((tert-butoxycarbonyl)amino)methyl)phenyl)pyrrolo[2,1-f][1,2,4]triazine-4-carboxylic acid C(C)(C)(C)OC(=O)NCC=1C=C(C=CC1)C1=NN2C(C(=N1)C(=O)O)=CC=C2